3,5-dimethylbenzoyl azide CC=1C=C(C(=O)N=[N+]=[N-])C=C(C1)C